C1(CC1)C(=O)N1[C@H]([C@H](CCC1)NS(=O)(=O)CC)CO[C@@H]1CC[C@@H](CC1)C1=CC=CC=C1 N-(cis-1-(cyclopropylcarbonyl)-2-(((cis-4-phenylcyclohexyl)oxy)methyl)-piperidin-3-yl)ethanesulfonamide